3-(4-cyclopropyl-6-methoxypyrimidin-5-yl)5-(4-(1-isopropyl-4-(trifluoromethyl)-1H-imidazol-2-yl)benzyl)pyrrole C1(CC1)C1=NC=NC(=C1C1=CNC(=C1)CC1=CC=C(C=C1)C=1N(C=C(N1)C(F)(F)F)C(C)C)OC